C(C1=CC=CC=C1)OC(=O)NC1C(CC1)OCCC(=O)OC(C)(C)C tert-Butyl 3-[2-(benzyloxycarbonylamino)cyclobutoxy]propanoate